CC1=C(OC=2CCC3=CN(N=C3C21)CC=2C=NC(=CC2)C)C(=O)NC[C@H]2OCCC2 8-Methyl-2-[(6-methylpyridin-3-yl)methyl]-N-[(2S)-tetrahydrofuran-2-ylmethyl]-4,5-dihydro-2H-furo[2,3-g]indazol-7-carboxamid